COC1=C(C=CC(=C1)CC/C=C/C(=O)CCC2=CC=CC=C2)O The molecule is an enone that is 4E-heptene-3-one substituted by a 4-hydroxy-3-methoxyphenyl group at position 7 and a phenyl group at position 1. Isolated from Alpinia officinarum, it exhibits antineoplastic activity. It has a role as an antineoplastic agent and a plant metabolite. It is an enone and a member of guaiacols.